COC=1C=C(C=CC1)CN1C=NC2=CC=C(C=C2C1=O)C1=CNC2=NC=CC=C21 3-[(3-Methoxyphenyl)methyl]-6-(1H-pyrrolo[2,3-b]pyridin-3-yl)quinazolin-4-one